4-((tert-butyldimethylsilyl)oxy)-N-(3-chlorophenyl)tetrahydrofuran-3-amine [Si](C)(C)(C(C)(C)C)OC1C(COC1)NC1=CC(=CC=C1)Cl